CC1=C(NC(C=N1)=O)C(=O)[O-] 3-methyl-6-oxo-1,6-dihydropyrazine-2-carboxylate